CSC1=NN=C(S1)NC(=O)C=1ON=C2C1CCC=1C=NC=NC21 N-(5-(methylthio)-1,3,4-thiadiazol-2-yl)-4,5-dihydroisoxazolo[4,3-h]quinazoline-3-carboxamide